CC1(CC1)N1C=C(C(=CC1=O)OS(=O)(=O)C1=CC=C(C)C=C1)C(=O)OC Methyl 1-(1-methylcyclopropyl)-6-oxo-4-(tosyloxy)-1,6-dihydropyridine-3-carboxylate